1-(4-((3-methyl-[1,1'-biphenyl]-4-yl)methyl)piperazine-1-carbonyl)-1H-pyrazole-3-carboxylic acid tert-butyl ester C(C)(C)(C)OC(=O)C1=NN(C=C1)C(=O)N1CCN(CC1)CC1=C(C=C(C=C1)C1=CC=CC=C1)C